C(C=C)(=O)OCCOC(CC)=S.C(C)(=O)C1=CC=C(C=C1)C1=CC=2C(=NC=CC2S1)N(C(C1=C(C=C(C=C1)N1N=NC=2C1=NC=CC2)F)=O)[C@H]2CNCCC2 N-[2-(4-acetylphenyl)thieno[3,2-c]pyridin-4-yl]-2-fluoro-N-[(3R)-3-piperidyl]-4-(triazolo[4,5-b]pyridin-3-yl)benzamide acryloxyethyl-thiopropionate